6-(4-((4-(1H-pyrazol-4-yl)phenyl)-amino)-pyrimidin-2-yl)-N-(3-iodopyridin-4-yl)-1H-indole-2-carboxamide N1N=CC(=C1)C1=CC=C(C=C1)NC1=NC(=NC=C1)C1=CC=C2C=C(NC2=C1)C(=O)NC1=C(C=NC=C1)I